C(C)N(P1OCC=2C(=CC=CC2)CO1)CC O-xylylene N,N-diethylphosphoramidite